COC=1C=C(C=CC1OC)C1=CC=NC=2N1N=C(C2)C(=O)N2CCN(CC2)C(C)C (7-(3,4-dimethoxyphenyl)pyrazolo[1,5-a]pyrimidin-2-yl)(4-isopropylpiperazin-1-yl)methanone